(1-(2-methyl-6-tosylimidazo[4,5-d]pyrrolo[2,3-b]pyridin-1(6H)-yl)piperidin-4-yl)methanol CC1=NC=2C(=C3C(=NC2)N(C=C3)S(=O)(=O)C3=CC=C(C)C=C3)N1N1CCC(CC1)CO